N-((1R,2R,4S)-7-cyano-7-azabicyclo[2.2.1]heptan-2-yl)-1-(2,2-dimethylpropanoyl)-2,3-dihydro-1H-indole-5-carboxamide C(#N)N1[C@H]2[C@@H](C[C@@H]1CC2)NC(=O)C=2C=C1CCN(C1=CC2)C(C(C)(C)C)=O